(R)-1-(1-(3'-(1-Cyanocyclopropyl)-[1,1'-biphenyl]-4-yl)-2-hydroxyethyl)-3-(2-ethynylthiazol-4-yl)urea C(#N)C1(CC1)C=1C=C(C=CC1)C1=CC=C(C=C1)[C@H](CO)NC(=O)NC=1N=C(SC1)C#C